FC([C@@H](C1=CC(=CC=C1)OC)N[C@H](C(=O)O)CCC(C)(C)C)F (2S)-2-{[(1R)-2,2-difluoro-1-(3-methoxyphenyl)ethyl]amino}-5,5-dimethylhexanoic acid